3,5-bistrifluoromethylstyrene FC(C=1C=C(C=C)C=C(C1)C(F)(F)F)(F)F